5-(4-(4-Methylpiperazin-1-yl)phenyl)-3-(4-(pyrrolidin-1-ylsulfonyl)phenyl)-1H-pyrazolo[3,4-b]pyridine CN1CCN(CC1)C1=CC=C(C=C1)C=1C=C2C(=NC1)NN=C2C2=CC=C(C=C2)S(=O)(=O)N2CCCC2